ethyl 2-(2-((5-chloro-7-cyclopropyl-2-(difluoromethyl)benzofuran-3-yl)methoxy)-4-methoxyphenyl)acetate ClC=1C=C(C2=C(C(=C(O2)C(F)F)COC2=C(C=CC(=C2)OC)CC(=O)OCC)C1)C1CC1